NC=1C(=NC2=NC(=CC=C2C1NCC1=CC(=C(C=C1F)S(=O)(=O)N)F)OC)C 4-[[(3-amino-7-methoxy-2-methyl-1,8-naphthyridin-4-yl)amino]methyl]-2,5-difluoro-benzenesulfonamide